CS(=O)(=O)O[C@H]1[C@H](CC1)CC=C (1R,2R)-2-ALLYLCYCLOBUTANOL METHANESULFONATE